(S)-1-(4-(7,7-difluoro-2-((S)-2-methylazetidin-1-yl)-6,7-dihydro-5H-cyclopenta[d]pyrimidin-4-yl)phenyl)-2-(methylsulfonyl)ethan-1-amine FC1(CCC2=C1N=C(N=C2C2=CC=C(C=C2)[C@@H](CS(=O)(=O)C)N)N2[C@H](CC2)C)F